CC1=NNC=C1Br Methyl-4-bromopyrazol